(5'S,7a'R)-3-((3-methylpyridin-2-yl)methoxy)-5'-(pyrazin-2-yl)tetrahydro-3'H-spiro[cyclobutane-1,2'-pyrrolo[2,1-b]oxazol]-3'-one CC=1C(=NC=CC1)COC1CC2(C(N3[C@H](O2)CC[C@H]3C3=NC=CN=C3)=O)C1